IC=1C(=NC=CC1)OC=1C=C(C(=O)NC)C=C(C1)OC 3-((3-iodopyridin-2-yl)oxy)-5-methoxy-N-methylbenzamide